C(C)(C)(C)C=1C=CC(=C(C1)N1N=C2C(=N1)C=CC=C2)O 2-(5-tert-butyl-2-hydroxyphenyl)-2H-benzotriazol